N1CCC2(CC1)CC1=CC(C=CN1C2)=O 3H-spiro[indolizin-2,4'-piperidin]-7(1H)-one